(R)-6-(1-methyl-1H-pyrazol-3-yl)-N-(1-(6-methylpyridazin-3-yl)ethyl)-8-((tetrahydro-2H-pyran-4-yl)oxy)quinazolin-4-amine CN1N=C(C=C1)C=1C=C2C(=NC=NC2=C(C1)OC1CCOCC1)N[C@H](C)C=1N=NC(=CC1)C